1,3-bis(2,2-dimethyl-1,3-dioxolane-4-ylmethyl)carbodiimide CC1(OCC(O1)CN=C=NCC1OC(OC1)(C)C)C